tert-butyl rac-(3S)-1-[2-[4-(2-chlorophenyl)-2-oxo-pyrano[2,3-b]pyridin-7-yl]oxypropanoyl]piperidine-3-carboxylate ClC1=C(C=CC=C1)C1=CC(OC2=NC(=CC=C21)OC(C(=O)N2C[C@H](CCC2)C(=O)OC(C)(C)C)C)=O |r|